C(CCCCC(C)C)N(CCCCCC(C)C)CC(=O)OCCCCC 1-pentyl N,N-di-isooctylaminoacetate